C(C)OC(=O)C1(CCC1)SCC(=O)O 2-(1-ethoxycarbonylcyclobutyl)sulfanylacetic acid